N-(3-sulfopropyl)acridinium S(=O)(=O)(O)CCC[N+]1=C2C=CC=CC2=CC2=CC=CC=C12